2-morpholinooxazole-4-carbonitrile O1CCN(CC1)C=1OC=C(N1)C#N